1,2-Methylendioxybenzen-4-methanol C1OC2=C(C=C(C=C2)CO)O1